2,4-dihydroxyphenyldimethylsulfonium trifluoromethanesulfonate FC(S(=O)(=O)[O-])(F)F.OC1=C(C=CC(=C1)O)[S+](C)C